ClC1=CC=C(C(=N1)C(=O)N)O[C@H](C)C=1C=C(C=C2C(C=C(OC12)C1=CC=CC=C1)=O)C 6-Chloro-3-[(1R)-1-(6-methyl-4-oxo-2-phenyl-chromen-8-yl)ethoxy]pyridine-2-carboxamide